COC1=C(C=C2C(=NC=NC2=C1)C1=CC=C(C=C1)NC(CC1=CC=C(C=C1)C(F)(F)F)=O)OC1COC1 N-(4-(7-methoxy-6-(oxetan-3-yloxy)quinazolin-4-yl)phenyl)-2-(4-(trifluoromethyl)phenyl)acetamide